(S)-5-[1-(2-Fluoro-6-methyl-phenyl)-piperidin-4-yl]-2,4-dimethyl-7-(2-trifluoromethyl-benzyl)-2,4,5,7-tetrahydro-pyrazolo[3,4-d]pyrimidin-6-on FC1=C(C(=CC=C1)C)N1CCC(CC1)N1C(N(C=2C([C@@H]1C)=CN(N2)C)CC2=C(C=CC=C2)C(F)(F)F)=O